3-azetidineacetonitrile N1CC(C1)CC#N